(R)-N1-(methyl-d3)-4-(5-(2-methylmorpholino)benzo[d]oxazol-2-yl)-2,7-naphthyridine-1,6-diamine C(NC1=NC=C(C2=CC(=NC=C12)N)C=1OC2=C(N1)C=C(C=C2)N2C[C@H](OCC2)C)([2H])([2H])[2H]